6,7-difluoro-2-methyl-11-[[[(3S)-1-(6-methyl-3-pyridyl)-3-piperidyl]amino]methyl]-4-oxa-1-azatricyclo[7.3.1.05,13]trideca-5(13),6,8,11-tetraen-10-one FC=1C=2OCC(N3C=C(C(C(=CC1F)C32)=O)CN[C@@H]3CN(CCC3)C=3C=NC(=CC3)C)C